5-(2,3-difluorophenyl)-2-(((2-(dimethylamino)ethyl)amino)methylene)cyclohexane-1,3-dione FC1=C(C=CC=C1F)C1CC(C(C(C1)=O)=CNCCN(C)C)=O